C(C)OC(=O)[C@H]1N[C@@H]2[C@H](C[C@H]1CC2)O (1s,3s,4r,6s)-6-hydroxy-2-azabicyclo[2.2.2]octane-3-carboxylic acid ethyl ester